NC1=NC=CC=C1C1=NC2=C(N1C1=CC=C(CNC(=O)C=3C=C(C=CC3)CC(=O)OC)C=C1)C=C(C=C2)C2=CC=CC=C2 methyl 2-(3-((4-(2-(2-aminopyridin-3-yl)-6-phenyl-1H-benzo[d]imidazol-1-yl)benzyl)carbamoyl)phenyl)acetate